Difluoromethylphenylhydrazine FC(F)N(N)C1=CC=CC=C1